(R)-2-(tert-butoxycarbonylamino)propionic acid C(C)(C)(C)OC(=O)N[C@@H](C(=O)O)C